N-[2-(2-Hydroxy-1,1-dimethyl-ethyl)-6-morpholino-1-oxo-isoindolin-5-yl]pyrazolo[1,5-a]pyrimidine-3-carboxamide OCC(C)(C)N1C(C2=CC(=C(C=C2C1)NC(=O)C=1C=NN2C1N=CC=C2)N2CCOCC2)=O